8-(5-chloro-3-methyl-pyridin-2-yl)-5-(4-chloro-benzyl)-2-(pyridin-2-yl)-2,5,8-triazaspiro[3.5]-nonane-6,9-dione ClC=1C=C(C(=NC1)N1CC(N(C2(CN(C2)C2=NC=CC=C2)C1=O)CC1=CC=C(C=C1)Cl)=O)C